ClC=1C(=C(C=CC1OC[C@@]1(OCCC1)C)NC=1C2=C(N=CN1)C=CC(=N2)N2[C@@H]1CN[C@H](C2)C1)F N-[3-chloro-2-fluoro-4-[[(2R)-2-methyltetrahydrofuran-2-yl]methoxy]phenyl]-6-[(1S,4S)-2,5-diazabicyclo[2.2.1]heptan-2-yl]pyrido[3,2-d]pyrimidin-4-amine